FC([Si](C(F)(F)F)(OC(F)(F)F)C(C(C(C(C(C(C(C(F)(F)F)(F)F)(F)F)(F)F)(F)F)(F)F)(F)F)(F)F)(F)F perfluorooctyl-methoxydimethylsilane